NC1=C(C(=NN1C=1C=NC(=CC1)N1CCNCC1)C1=CC=C(C=C1)CNC(C1=C(C=CC(=C1)F)OC)=O)C(=O)N 5-amino-3-(4-(5-fluoro-2-methoxybenzoylaminomethyl)phenyl)-1-(6-(piperazin-1-yl)pyridin-3-yl)-1H-pyrazole-4-carboxamide